azepane (hexamethyleneimine) N1CCCCCC1.N1CCCCCC1